2-(benzyloxy)-6-methyl-7,8-dihydro-7,10-methanopyrido[3,2-c]azocine-5,9(6H,10H)-dione C(C1=CC=CC=C1)OC=1C=CC=2C(N(C3CC(C(C2N1)C3)=O)C)=O